ClC=1C2=C(N=CN1)C=NC(=C2F)N2CCN(CC2)C(=O)OC(C)(C)C tert-butyl 4-(4-chloro-5-fluoropyrido[3,4-d]pyrimidin-6-yl)piperazine-1-carboxylate